FC=1C(=C(C(=CC1)C(C)C)NC(=O)NS(=O)(=O)C1=CC(=CC(=C1)N1CCOCC1)C(C)(C)O)C(C)C N-(3-fluoro-2,6-diisopropyl-phenyl-carbamoyl)-3-(2-hydroxy-propan-2-yl)-5-morpholino-benzene-sulfonamide